C(C)N1C(=CC=2C1=NC=CC2)C2=NC1=C(N2C)C(=CC(=C1)C(=O)N1C[C@@H]2[C@H](CC1)CCN2C(=O)OC(C)(C)C)OC tert-butyl (3aR,7aS)-6-(2-{1-ethyl-1H-pyrrolo[2,3-b]pyridin-2-yl}-7-methoxy-1-methyl-1H-1,3-benzodiazole-5-carbonyl)-octahydro-1H-pyrrolo[2,3-c]pyridine-1-carboxylate